C(C(C)C)(=O)OC[C@H]1O[C@@]([C@@H]2OC(O[C@@H]21)OC)(C#N)C2=CC=C1C(=NC=NN12)N ((3aR,4R,6R,6aR)-6-(4-aminopyrrolo[2,1-f][1,2,4]triazin-7-yl)-6-cyano-2-methoxytetrahydrofuro[3,4-d][1,3]dioxol-4-yl)methyl isobutyrate